C(C)OC1=C(C=CC=C1)S(=O)(=O)NC(=O)C=1OC2=C(C1)C(=CC(=C2)N2C(CC2)C(C)(C)O)F N-(2-ethoxybenzene-1-sulfonyl)-4-fluoro-6-[2-(2-hydroxypropan-2-yl)azetidin-1-yl]-1-benzofuran-2-carboxamide